ClC1=C(C=CC(=C1NC)[N+](=O)[O-])C=1CCN(CC1)C(=O)OC(C)(C)C tert-butyl 4-(2-chloro-3-(methylamino)-4-nitrophenyl)-3,6-dihydropyridine-1(2H)-carboxylate